FC=1C=CC=C2CCO[C@@H](C12)CNC(OC(C)(C)C)=O (S)-tert-butyl ((8-fluoroisochroman-1-yl)methyl)carbamate